3-{4-[(6S)-2,3,6,9-tetramethyl-6H-thieno[3,2-f][1,2,4]triazolo[4,3-a][1,4]diazepin-4-yl]phenoxy}propanoic acid tert-butyl ester C(C)(C)(C)OC(CCOC1=CC=C(C=C1)C1=N[C@H](C=2N(C3=C1C(=C(S3)C)C)C(=NN2)C)C)=O